N[C@H]1CS(C2=C(N(C1=O)CC1=CC=C(C=C1)Cl)C=C(C(=C2)F)C=2OC(=NN2)NC2CCCCC2)(=O)=O (3R)-3-amino-5-[(4-chlorophenyl)methyl]-7-[5-(cyclohexylamino)-1,3,4-oxadiazol-2-yl]-8-fluoro-1,1-dioxo-2,3-dihydro-1lambda6,5-benzothiazepin-4-one